(±)-3-[5-(1H-indole-2-carbonyl)-1H,4H,5H,6H,7H-pyrazolo[4,3-c]pyridine-3-carbonyl]-3-azabicyclo[3.1.0]hexan-6-ol N1C(=CC2=CC=CC=C12)C(=O)N1CC2=C(CC1)NN=C2C(=O)N2CC1C(C1C2)O